2-(2,2-difluoroethyl)-1-keto-isoquinoline-5-sulfonamide FC(CN1C(C=2C=CC=C(C2C=C1)S(=O)(=O)N)=O)F